C(#N)C1=CN=C2N1N=C(C=C2)C2=C(N=CN2CC(F)F)C2=C(C(=O)N)C=CC=C2 2-(5-(3-cyanoimidazo[1,2-b]pyridazin-6-yl)-1-(2,2-difluoroethyl)-1H-imidazol-4-yl)benzamide